5-[8-(3,6-dihydro-2H-pyran-4-yl)imidazo[1,2-a]pyridin-6-yl]-2-fluoro-4-methylaniline O1CCC(=CC1)C=1C=2N(C=C(C1)C=1C(=CC(=C(N)C1)F)C)C=CN2